1-((3R,4S)-1-([1,1'-biphenyl]-4-ylmethyl)-4-(cyanomethyl)-3-fluoropiperidin-4-yl)-3-(cyclopropanecarboxamido)-1H-pyrazole-4-carboxamide C1(=CC=C(C=C1)CN1C[C@H]([C@](CC1)(CC#N)N1N=C(C(=C1)C(=O)N)NC(=O)C1CC1)F)C1=CC=CC=C1